1,1,1,3,3,3-hexafluoro-propan-2-yl (R or S)-1-((1-methyl-1H-pyrazol-3-yl)carbamoyl)-6-azaspiro[2.5]octane-6-carboxylate CN1N=C(C=C1)NC(=O)[C@@H]1CC12CCN(CC2)C(=O)OC(C(F)(F)F)C(F)(F)F |o1:9|